[N+](=O)([O-])C1=C2C=CN=CC2=CC=C1 5-nitro-isoquinoline